Methyl 3-[[5-(cyclopropylcarbamoyl)-2-fluoro-phenyl]methoxy]-5-[4-[(3R)-3-hydroxypyrrolidin-1-yl]butylcarbamoylamino]isothiazole-4-carboxylate C1(CC1)NC(=O)C=1C=CC(=C(C1)COC1=NSC(=C1C(=O)OC)NC(NCCCCN1C[C@@H](CC1)O)=O)F